C(C)S(=O)(=O)C=1C(=C(C=CC1)NC1=NC=C(C(=N1)C1=CNC2=C(C=CC=C12)N)C)F 3-(2-((3-(ethylsulfonyl)-2-fluorophenyl)amino)-5-methylpyrimidin-4-yl)-1H-indol-7-amine